C(CC)(=O)OC1=CC2=C(NC(=N2)S(=O)CC2=NC=C(C(=C2C)OC)C)C=C1 2-(((4-Methoxy-3,5-Dimethylpyridin-2-yl) Methyl)sulfinyl)-1H-Benzo[d]imidazol-5-yl Propionat